(3-((5-bromo-2-((2-ethoxy-5-(1-methyl-1H-pyrazol-4-yl)-4-(4-(piperazin-1-yl)piperidin-1-yl)phenyl)amino)pyrimidin-4-yl)amino)quinolin-4-yl)dimethylphosphine oxide hydrochloride Cl.BrC=1C(=NC(=NC1)NC1=C(C=C(C(=C1)C=1C=NN(C1)C)N1CCC(CC1)N1CCNCC1)OCC)NC=1C=NC2=CC=CC=C2C1P(C)(C)=O